C(\C=C/C(=O)O)(=O)O.C(\C=C/C(=O)O)(=O)O.OCC(CO)(CO)CO pentaerythritol dimaleate